5-amino-3-methyl-pyrrolidine-2-carboxylic acid NC1CC(C(N1)C(=O)O)C